C(=O)O.C(#N)C=1C(=NC=C(C1C1=CC(=C(C=C1)C#N)F)C1=C(C(=C(C=C1)OC)O)O)N1CCC(CC1)NCC1=CC=C(C=C1)/C=C/C(=O)NO (E)-3-(4-(((1-(3-Cyano-4-(4-cyano-3-fluorophenyl)-5-(2,3-dihydroxy-4-methoxyphenyl)pyridin-2-yl)piperidin-4-yl)amino)methyl)phenyl)-N-hydroxyacrylamide formate